Tert-butyl-(1-((2-(((4-(3,5-bis(methoxy-d3) styryl-d6) phenoxy) carbonyl) amino) ethyl) amino)-1-oxo-3-phenylpropan-2-yl) carbamate C(N)(OC(C(=O)NCCNC(=O)OC1=CC=C(C=C1)C(=C(C1(C(C(CC(=C1)OC([2H])([2H])[2H])(OC([2H])([2H])[2H])[2H])([2H])[2H])[2H])[2H])[2H])C(C1=CC=CC=C1)C(C)(C)C)=O